C1(CC1)C(=O)NC=1C=C2C(=CN=C(C2=CN1)NC)C=1OC2=C(N1)C=C(C=C2)C(=O)O 2-[6-(cyclopropanecarbonylamino)-1-(methylamino)-2,7-naphthyridin-4-yl]-1,3-benzoxazole-5-carboxylic acid